6-((Naphthalin-1-ylmethyl)thio)-9H-purin C1(=CC=CC2=CC=CC=C12)CSC1=C2N=CNC2=NC=N1